(3,4-dimethylphenyl)pyrene-1,6-diamine CC=1C=C(C=CC1C)C1=C(C=2C=CC3=CC=C(C=4C=CC(=C1)C2C43)N)N